C(C)(C)(C)OC(=O)N1[C@@H]2CN[C@H](CC1)C2 (1S,5R)-2,6-Diaza-bicyclo[3.2.1]octane-2-carboxylic acid tert-butyl ester